1-(4-bromonaphthyl)-4-phenylnaphthalene BrC1=CC=C(C2=CC=CC=C12)C1=CC=C(C2=CC=CC=C12)C1=CC=CC=C1